COC(=O)N1[C@H](CCC2=C3C(=CC=C12)N(C(=N3)CC(C(=O)O)C3=CC=C(C=C3)C)[C@@H]3CC[C@H](CC3)OC)C 3-((S)-6-(methoxycarbonyl)-3-((trans)-4-methoxycyclohexyl)-7-methyl-6,7,8,9-tetrahydro-3H-imidazo[4,5-f]quinolin-2-yl)-2-(p-tolyl)propanoic acid